CN(C=1C=C(C=CC1)NC1=NC=2C=CN=CC2C2=C1C=C(N2)C(=O)O)C 4-((3-(dimethylamino)phenyl)amino)-1H-pyrrolo[3,2-c][1,6]naphthyridine-2-carboxylic acid